COC=1C(=CC=2C3C(N=CC2C1)CCC3)OCCCOC 7-methoxy-8-(3-methoxypropoxy)-2,3,3a,9b-tetrahydro-1H-cyclopenta[c]isoquinoline